C[C@@H]1CN(C[C@@H](N1)C)C1=CC=C(C=2N=CC=NC12)C(=O)NC=1C=C(C=2N(C1)C=C(N2)C)F 8-[(3R,5S)-3,5-dimethylpiperazin-1-yl]-N-(8-fluoro-2-methyl-imidazo[1,2-a]pyridin-6-yl)quinoxaline-5-carboxamide